NCC1=NN(C=C1)C1CCN(CC1)C(=O)OC(C)(C)C tert-butyl 4-(3-(aminomethyl)-1H-pyrazol-1-yl)piperidine-1-carboxylate